N-(6-(benzyloxy)-4-phenylquinolin-2-yl)-N-methylglycine C(C1=CC=CC=C1)OC=1C=C2C(=CC(=NC2=CC1)N(CC(=O)O)C)C1=CC=CC=C1